2,2-diacrylamidopyridine C(C=C)(=O)NC1(NC=CC=C1)NC(C=C)=O